(4S)-4-(hydroxymethyl)-1-(5-{[2-methyl-6-(trifluoromethyl)phenyl]methoxy}pyrimidin-2-yl)imidazolin-2-one OC[C@H]1NC(N(C1)C1=NC=C(C=N1)OCC1=C(C=CC=C1C(F)(F)F)C)=O